3-(5-(((1R,2R)-2-aminocyclopentyl)amino)-1-oxoisoindolin-2-yl)piperidine-2,6-dione N[C@H]1[C@@H](CCC1)NC=1C=C2CN(C(C2=CC1)=O)C1C(NC(CC1)=O)=O